Cl.ClC1=CSC2=C1CCC(C2)NC 3-chloro-N-methyl-4,5,6,7-tetrahydrobenzothiophen-6-amine hydrochloride